C(C)(C)(C)OC(=O)N1CCN(CC1)C1=NC(=NC2=C(C(=C(C=C12)Cl)Br)F)C1CCN(CC1)C tert-butyl-4-(7-bromo-6-chloro-8-fluoro-2-(1-methylpiperidin-4-yl)quinazolin-4-yl)piperazine-1-carboxylate